CC([C@@H](C(=O)O)N1N=NC(=C1)CC1CCNCC1)(C)C (S)-3,3-dimethyl-2-(4-(piperidin-4-ylmethyl)-1H-1,2,3-triazol-1-yl)butyric acid